boron (borate) B([O-])([O-])[O-].[B+3]